6-phenylquinoline-4-carboxylic Acid C1(=CC=CC=C1)C=1C=C2C(=CC=NC2=CC1)C(=O)O